BrC=1C=NN(C1C)CC1(CC(CCC1)(C)C)OCCOC 4-bromo-1-((1-(2-methoxyethoxy)-3,3-dimethylcyclohexyl)methyl)-5-methyl-1H-pyrazole